C(C)OC(=O)C=1C=2N(C=CC1Cl)C(=NC2Br)C2=CC=1C(=NON1)C=C2 3-(benzo[c][1,2,5]oxadiazol-5-yl)-1-bromo-7-chloroimidazo[1,5-a]pyridine-8-carboxylic acid ethyl ester